2-amino-N'-(3-bromopyridin-2-yl)-N',3-dimethylquinoline-6-hydrazide NC1=NC2=CC=C(C=C2C=C1C)C(=O)NN(C)C1=NC=CC=C1Br